4-{[2-(benzyloxy)ethoxy]methyl}piperidine hydrochloride Cl.C(C1=CC=CC=C1)OCCOCC1CCNCC1